C(C)(C)(C)OC(=O)NC1=C(N(C2=CC=CC=C12)C)C(=O)OC methyl 3-((tert-butoxy carbonyl)amino)-1-methyl-1H-indole-2-carboxylate